The molecule is the D isomer of N-acetylglucosamine. It has a role as a bacterial metabolite. It is a N-acetylglucosamine and a N-acetyl-D-hexosamine. CC(=O)N[C@@H]1[C@H]([C@@H]([C@H](OC1O)CO)O)O